C(C)(C)C1=C(C=C(C=C1O)OC1=CC=CC=C1)O 2-isopropyl-5-phenoxybenzene-1,3-diol